7-Benzyl-3-(4-bromobenzyl)-9,9-difluoro-2,3,6,7,8,9-hexahydroimidazo[1,2-a]pyrido[3,4-e]pyrimidin-5(1H)-one C(C1=CC=CC=C1)N1CC=2C(N=C3N(C2C(C1)(F)F)CCN3CC3=CC=C(C=C3)Br)=O